CC=1C(=C(C=C(C1)C(F)(F)F)O)C1=CC2=C(N=N1)N(CC2C)[C@H]2CN(CCC2)C |r| 3-methyl-2-[5-methyl-7-[rac-(3R)-1-methyl-3-piperidyl]-5,6-dihydropyrrolo[2,3-c]pyridazin-3-yl]-5-(trifluoromethyl)phenol